7-{5-[1-(2-methoxyethyl)piperidin-4-yl]-4,5,6,7-tetrahydro-1H-imidazo[5,4-c]pyridin-2-yl}-4-(pyrazolo[1,5-a]pyridin-3-yl)-2,3-dihydro-1H-isoindol-1-one COCCN1CCC(CC1)N1CC2=C(CC1)NC(=N2)C=2C=CC(=C1CNC(C21)=O)C=2C=NN1C2C=CC=C1